5-bromo-6-fluorobenzo[b]thiophene BrC1=CC2=C(SC=C2)C=C1F